rac-3-[(Cyclopropylmethoxy)methyl]-1,4'-bipiperidine dihydrochloride rac-Benzyl-3-[(cyclopropylmethoxy)methyl][1,4'-bipiperidine]-1'-carboxylate C(C1=CC=CC=C1)OC(=O)N1CCC(CC1)N1C[C@@H](CCC1)COCC1CC1.Cl.Cl.C1(CC1)COC[C@H]1CN(CCC1)C1CCNCC1 |r|